ammonium hydrogencitrate C(C(=O)O)C(CC(=O)O)(C(=O)O)O.N.N